ClC1=C(C=CC=C1C#C)C1=NNC=2N=CN(C(C21)=O)C 3-(2-chloro-3-ethynylphenyl)-5-methyl-1,5-dihydro-4H-pyrazolo[3,4-d]Pyrimidin-4-one